1,2-bis(sec-butylamino)cyclohexane C(C)(CC)NC1C(CCCC1)NC(C)CC